ethyl 2-(4-(2-(4-chloro-2-fluorophenyl)-2-methylbenzo[d][1,3]dioxol-4-yl)-2,6-difluorobenzyl)-1-((1-(cyanomethyl)cyclopropyl)methyl)-1H-benzo[d]imidazole-6-carboxylate ClC1=CC(=C(C=C1)C1(OC2=C(O1)C=CC=C2C2=CC(=C(CC1=NC3=C(N1CC1(CC1)CC#N)C=C(C=C3)C(=O)OCC)C(=C2)F)F)C)F